4,6-dicyclobutoxypyrimidin-2-amine C1(CCC1)OC1=NC(=NC(=C1)OC1CCC1)N